C(C)(=O)NC[C@@H]1CC[C@H](CC1)C(=O)N(C[C@@H]1CC[C@H](CC1)C1=CC(=C(C=C1)OC)C)C1=CC(=CC=C1)C=1C=NN(C1)C1CC1 trans-4-(Acetamidomethyl)-N-(3-(1-cyclopropyl-1H-pyrazol-4-yl)phenyl)-N-((trans-4-(4-methoxy-3-methylphenyl)cyclohexyl)methyl)cyclohexanecarboxamide